N1(C=CC=2C1=NC=CC2)C2=NC(=NC=C2)NC=2C(=CC(=C(C2)NC(\C=C\CN(C)C)=O)OC)OC (E)-N-(5-((4-(1H-pyrrolo[2,3-b]pyridin-1-yl)pyrimidin-2-yl)amino)-2,4-dimethoxyphenyl)-4-(dimethylamino)but-2-enamide